1-(4-(2-bromoacetyl)phenyl)pyrrolidin-2-one BrCC(=O)C1=CC=C(C=C1)N1C(CCC1)=O